(S)-4-(3-aminoprop-1-yn-1-yl)-N-(5-(2-(4-(4-chlorophenyl)-2,3,9-trimethyl-6H-thieno[3,2-f][1,2,4]triazolo[4,3-a][1,4]diazepin-6-yl)acetamido)pentyl)furan-2-carboxamide NCC#CC=1C=C(OC1)C(=O)NCCCCCNC(C[C@H]1C=2N(C3=C(C(=N1)C1=CC=C(C=C1)Cl)C(=C(S3)C)C)C(=NN2)C)=O